N[C@H]1[C@@H]2N(C[C@H]1CC2)C(=O)C2=CC1=C(N(C(=N1)C=1N(C3=CC(=CC=C3C1)C=1C=C(C=CC1)NC(C=C)=O)CC1CC1)C)C(=C2)OC N-[3-(2-{5-[(1R,4R,7R)-7-amino-2-azabicyclo[2.2.1]heptane-2-carbonyl]-7-methoxy-1-methyl-1H-1,3-benzodiazol-2-yl}-1-(cyclopropylmethyl)-1H-indol-6-yl)phenyl]prop-2-enamide